4-amino-N-isopropylbenzenesulfonamide CC(C)NS(=O)(=O)C1=CC=C(C=C1)N